isopropoxytitanium(IV) C(C)(C)O[Ti+3]